tert-Butyl 4-(N-(2-(3-(dimethylamino)propoxy)-5-(3'-methyl-2'-oxo-2',3'-dihydrospiro[cyclobutane-1,1'-pyrrolo[2,3-c]quinolin]-8'-yl)pyridin-3-yl)sulfamoyl)piperazine-1-carboxylate CN(CCCOC1=NC=C(C=C1NS(=O)(=O)N1CCN(CC1)C(=O)OC(C)(C)C)C1=CC=2C3=C(C=NC2C=C1)N(C(C31CCC1)=O)C)C